ClC1=C(C=C(C=C1)C[C@@H](C(=O)O)NC)C (S)-3-(4-chloro-3-methylphenyl)-2-(methylamino)propanoic acid